Cl.N1=C(N=CC=C1)[C@H](CC)N |o1:7| (S*)-1-(pyrimidin-2-yl)propan-1-amine hydrochloride